CC(=COCCOC1=CC=CC=C1)CCCCCCCCC 2-((2-methylundec-1-en-1-yloxy)ethoxy)benzene